CC1(NC2=CC=CC=C2C(=C1)C)C 2,2,4-Trimethyl-1,2-dihydrochinolin